2-acetyl-6-(1-((2,6-diethyl-4-methyl-phenyl)imino)ethyl)pyridine C(C)(=O)C1=NC(=CC=C1)C(C)=NC1=C(C=C(C=C1CC)C)CC